N=1N(N=C2C1C=CC=C2)C=2C=C(C=CC2)N(C2=CC=C(C=C2)C2=CC=CC=C2)C2=CC=C(C=C2)C2=CC=CC=C2 {3-(benzotriazol-2-yl)phenyl}-bis(biphenyl-4-yl)-amine